C(#N)C=1C=NN(C1)[C@H]1C[C@@H](N(CC1)CC1=C2C=CN(C2=C(C=C1OC)C)C(=O)OC(C)(C)C)C1=CC=C(C=C1)C(=O)OC trans-tert-butyl 4-((4-(4-cyano-1H-pyrazol-1-yl)-2-(4-(methoxycarbonyl)phenyl)piperidin-1-yl)methyl)-5-methoxy-7-methyl-1H-indole-1-carboxylate